ClC=1C(=C(C(=CC1N1CC(CC1)(OC)CN(C)C)F)S(=O)(=O)N(C1=NC(=CC=C1)F)CC1=C(C=C(C=C1)OC)OC)F 3-chloro-N-(2,4-dimethoxybenzyl)-4-(3-((dimethylamino)methyl)-3-methoxypyrrolidin-1-yl)-2,6-difluoro-N-(6-fluoropyridin-2-yl)benzenesulfonamide